C1(=CC=C(C=C1)[C@H](C(=O)N)[C@H](C(F)(F)F)C)C1=CC=CC=C1 (2R,3R)-2-([1,1'-biphenyl]-4-yl)-4,4,4-trifluoro-3-methylbutanamide